(6R)-17-amino-6-hydroxy-12-(p-tolylmethyl)-6,15-bis(trifluoromethyl)-19-oxa-3,4,12,18-tetrazatricyclo[12.3.1.12,5]nonadeca-1(18),2,4,14,16-pentaen-13-one NC1=CC(=C2C(N(CCCCC[C@@](C3=NN=C(C1=N2)O3)(C(F)(F)F)O)CC3=CC=C(C=C3)C)=O)C(F)(F)F